C(C1=CN=CC=C1)(=O)OC1=C(C(=CC(=C1)Cl)C=NC1=CC=C(C=C1)Cl)O 5-chloro-3-((4-chlorophenylimino)meth-yl)-2-hydroxyphenyl nicotinate